1-(5-bromo-1H-pyrrolo[2,3-b]pyridin-3-yl)-3-(4-(trifluoromethyl)cyclohexyl)urea BrC=1C=C2C(=NC1)NC=C2NC(=O)NC2CCC(CC2)C(F)(F)F